6-(1-methyl-1H-pyrazol-4-yl)benzofuran CN1N=CC(=C1)C1=CC2=C(C=CO2)C=C1